trifluoromethanesulfonic acid 4,6-dichloroisoquinolin-1-yl ester ClC1=CN=C(C2=CC=C(C=C12)Cl)OS(=O)(=O)C(F)(F)F